tert-Butyl 3-bromo-5-methyl-6-(8-methyl-[1,2,4]triazolo[1,5-a]pyridin-6-yl)-1H-indazole-1-carboxylate BrC1=NN(C2=CC(=C(C=C12)C)C=1C=C(C=2N(C1)N=CN2)C)C(=O)OC(C)(C)C